6-chloro-2-[2-(3-chloro-2-pyridinyl)-5-ethyl-pyrazol-3-yl]-8-methyl-3,1-benzoxazin-4-one ClC=1C=C(C2=C(C(OC(=N2)C=2N(N=C(C2)CC)C2=NC=CC=C2Cl)=O)C1)C